3-(7-Methyl-1H-indazol-5-yl)-2-{[4-(2-oxo-1,4-dihydro-2H-quinazolin-3-yl)-piperidine-1-carbonyl]-amino}-propionic acid methyl ester COC(C(CC=1C=C2C=NNC2=C(C1)C)NC(=O)N1CCC(CC1)N1C(NC2=CC=CC=C2C1)=O)=O